3-[2-(4-chloro-3-fluorophenoxy)acetamido]-N-[(1,3-dimethyl-1H-pyrazol-4-yl)methyl]bicyclo[1.1.1]pentane-1-carboxamide ClC1=C(C=C(OCC(=O)NC23CC(C2)(C3)C(=O)NCC=3C(=NN(C3)C)C)C=C1)F